1-hexyl-2-Methylpyrrolidinium acetate C(C)(=O)[O-].C(CCCCC)[NH+]1C(CCC1)C